OCCOC1=C(C=CC(=C1C)OCCCC)C1=NC(=NC(=N1)C1=C(C(=C(C=C1)OCCCC)C)OCCO)C1=C(C(=C(C=C1)OCCCC)C)OCCO 2,4,6-tris(2-hydroxy-3-methyl-4-butoxy-ethoxyphenyl)-1,3,5-triazine